C(#N)CNC(C1=CC=C(C=C1)C1=NC(=NC=C1)NC1=CC=C(C=C1)N1CCOCC1)=O N-(cyanomethyl)-4-(2-((4-morpholinophenyl)amino)pyrimidin-4-yl)benzamide